tert-butyl 4-(3-(2-(2,6-dioxopiperidin-3-yl)-1-oxoisoindolin-5-yl)prop-2-yn-1-yl)piperazine-1-carboxylate O=C1NC(CCC1N1C(C2=CC=C(C=C2C1)C#CCN1CCN(CC1)C(=O)OC(C)(C)C)=O)=O